(4-((5-bromo-3-methylpentyl)(5-(3,5-dimethylisoxazol-4-yl)-2-methylphenyl)amino)phenyl)cyclopropane-1-carbonitrile BrCCC(CCN(C1=CC=C(C=C1)C1(CC1)C#N)C1=C(C=CC(=C1)C=1C(=NOC1C)C)C)C